BrC1=NC=CC(=N1)C=1SC=C(C1)Br 2-bromo-4-(4-bromothiophen-2-yl)pyrimidine